1-(5-cyclopropyl-2-methyl-3-phenylquinolin-6-yl)-3-(2-hydroxybutyl)urea C1(CC1)C1=C2C=C(C(=NC2=CC=C1NC(=O)NCC(CC)O)C)C1=CC=CC=C1